C(C)C=1N=C2N(C=C(C=C2)C2CCN(CC2)CC(=O)N2C[C@H](CC2)C#N)C1N(C)C=1SC=C(N1)C1=CC=C(C=C1)F (S)-1-(2-(4-(2-ethyl-3-((4-(4-fluorophenyl)thiazol-2-yl)(methyl)amino)imidazo[1,2-a]pyridin-6-yl)piperidin-1-yl)acetoyl)pyrrolidine-3-carbonitrile